C1=C(C=CC2=CC=CC=C12)C=C(C#N)C#N 2-(2-naphthylmethylene)malononitrile